tert-butyl (8aS,11R)-6-chloro-4-fluoro-11-methyl-5-(5-methyl-1H-indazol-4-yl)-8a,9,11,12-tetrahydropyrazino[2',1':3,4][1,4]oxazepino[5,6,7-de]quinazoline-10(8H)-carboxylate ClC1=C2C3=C(N=CN=C3C(=C1C1=C3C=NNC3=CC=C1C)F)N1[C@H](CO2)CN([C@@H](C1)C)C(=O)OC(C)(C)C